tert-Butyl (S)-3-((4-((3-chloro-2-fluoro-4-((1-methyl-1H-pyrazol-3-yl)oxy)phenyl)amino)pyrido[3,2-d]pyrimidin-6-yl)oxy)pyrrolidine-1-carboxylate ClC=1C(=C(C=CC1OC1=NN(C=C1)C)NC=1C2=C(N=CN1)C=CC(=N2)O[C@@H]2CN(CC2)C(=O)OC(C)(C)C)F